1-(dimethylphosphino)1-butene CP(C=CCC)C